C(=O)(O)CCC1(C(C(CCC1)(CCC(=O)O)CCC(=O)O)=O)CCC(=O)O 2,2,6,6-tetra-(β-carboxyethyl)-cyclohexanone